C(#N)C(C)NC(=O)N1CC2(CC2)[C@@H]([C@@H]1CC=1C(=C(C=CC1)C1=CC=CC=C1)F)NS(=O)(=O)C (6S,7S)-N-(1-cyanoethyl)-6-((2-fluoro-[1,1'-biphenyl]-3-yl)methyl)-7-(methylsulfonamido)-5-azaspiro[2.4]heptane-5-carboxamide